C(=O)C=1C=NN2C1C=C(C=C2)C2=CC(=NN2C2=NC(=CC=C2)C)NC(OC(C)(C)C)=O tert-butyl (5-(3-formylpyrazolo[1,5-a]pyridin-5-yl)-1-(6-methylpyridin-2-yl)-1H-pyrazol-3-yl)carbamate